2-(difluoromethoxy)-N4-(2-(dimethylamino)ethyl)-N4-methyl-5-nitro-N1-(4-(3,3,5-trimethyl-2,3-dihydro-1H-pyrrolo[3,2-b]pyridin-1-yl)-1,3,5-triazin-2-yl)benzene-1,4-diamine FC(OC1=C(C=C(C(=C1)N(C)CCN(C)C)[N+](=O)[O-])NC1=NC=NC(=N1)N1CC(C2=NC(=CC=C21)C)(C)C)F